5-(1H-pyrrolo[2,3-b]pyridin-3-yl)-1,2,3,6-tetrahydropyridine-3-carbonitrile N1C=C(C=2C1=NC=CC2)C2=CC(CNC2)C#N